N-((2S,3S)-4,4-difluoro-3-hydroxy-1-(hydroxyamino)-3-methyl-1-oxobutan-2-yl)-4-((2-(2-oxopropyl)cyclopropyl)buta-1,3-diyn-1-yl)benzamide FC([C@@]([C@@H](C(=O)NO)NC(C1=CC=C(C=C1)C#CC#CC1C(C1)CC(C)=O)=O)(C)O)F